CCC(CCCC)C(=O)OCC(CCCC)CC Heptane-3-carboxylic acid, 2-ethylhexyl ester